((R)-cyclopropyl(m-tolyl)methyl)-2-(2,6-dioxopiperidin-3-yl)-1-oxoisoindoline-5-carboxamide C1(CC1)[C@H](C=1C=C(C=CC1)C)C1N(C(C2=CC=C(C=C12)C(=O)N)=O)C1C(NC(CC1)=O)=O